2-(2-((tert-butoxycarbonyl)amino)-3-(1-trityl-1H-imidazol-4-yl)propionamido)-2-methylpropanoic acid methyl ester COC(C(C)(C)NC(C(CC=1N=CN(C1)C(C1=CC=CC=C1)(C1=CC=CC=C1)C1=CC=CC=C1)NC(=O)OC(C)(C)C)=O)=O